methyl (E)-((3-ethoxyacryloyl)carbamoyl)-L-alaninate C(C)O/C=C/C(=O)NC(=O)N[C@@H](C)C(=O)OC